N-(7-chloro-6-(1-((3R,4R)-4-hydroxy-3-methyltetrahydrofuran-3-yl)piperidin-4-yl)isoquinolin-3-yl)-2,2-dimethyl-3-(pyridin-2-yl)cyclopropane-1-carboxamide ClC1=C(C=C2C=C(N=CC2=C1)NC(=O)C1C(C1C1=NC=CC=C1)(C)C)C1CCN(CC1)[C@@]1(COC[C@@H]1O)C